C(CCC)C1N(S(C2=C(N(C1)C1=CC=C(C=C1)F)C=C(C(=C2)OCC2(CC2)C(=O)O)SC)(=O)=O)C 1-(((3-butyl-5-(4-fluorophenyl)-2-methyl-7-(methylthio)-1,1-dioxido-2,3,4,5-tetrahydro-1,2,5-benzothiadiazepin-8-yl)oxy)methyl)cyclopropane-1-carboxylic acid